methyl (6-chloro-8-(2-(2,2,2-trifluoroethoxy)phenyl)imidazo[1,2-a]pyridine-2-carbonyl)serinate ClC=1C=C(C=2N(C1)C=C(N2)C(=O)N[C@@H](CO)C(=O)OC)C2=C(C=CC=C2)OCC(F)(F)F